2-((1R,3S)-3-hydroxycycloheptyl)-isoindoline-1,3-dione O[C@@H]1C[C@@H](CCCC1)N1C(C2=CC=CC=C2C1=O)=O